5-(Benzyloxy)-4-(5-((4-(2,2-dimethyl-4-oxo-3,8,11,14-tetraoxa-5-azahexadeca-16-yl) piperazin-1-yl) methyl) isoindoline-2-carbonyl)-6-methyl-1,3-phenylenedi(4-methylbenzenesulfonate) C(C1=CC=CC=C1)OC=1C(=C(C=C(C1C)C1=C(C=CC(=C1)C)S(=O)(=O)[O-])C1=C(C=CC(=C1)C)S(=O)(=O)[O-])C(=O)N1CC2=CC=C(C=C2C1)CN1CCN(CC1)CCOCCOCCOCCNC(OC(C)(C)C)=O